3-(Carboxymethyl)-1,2,4-cyclopentanetricarboxylic acid 1,4:2,3-dianhydride C1C2C3CC(=O)OC(=O)C3C1C(=O)OC2=O